C1(CC1)(C1CC1)N1N=NC(=C1)[C@H](C1=C(N=CS1)C)NC=1C=C2C(=C(C=NC2=C(C1)Cl)C#N)NCC(C)(C)C (R)-6-(((1-([1,1'-bi(cyclopropan)]-1-yl)-1H-1,2,3-triazol-4-yl)(4-methylthiazol-5-yl)methyl)amino)-8-chloro-4-(neopentylamino)quinoline-3-carbonitrile